C(C)(C)(C)OC(=O)N1CC2=CC(=CC=C2CC1)NC(=S)NC(=O)OCC.C(=O)(O)C1=C(CCC1)C(=O)O (1R,2S)-dicarboxycyclopentene tert-butyl-7-(3-(ethoxycarbonyl)thioureido)-3,4-dihydroisoquinoline-2(1H)-carboxylate